C1(CC1)SC1=CC=C(O1)C(=O)O 5-cyclopropylsulfanylfuran-2-carboxylic acid